NC1=NC(=C2C(=N1)N(N=C2)CC2=CC(=C(C=C2)[N+](=O)[O-])C(F)(F)F)C=2C=C(C#N)C=CC2 3-[6-amino-1-[[4-nitro-3-(trifluoromethyl)phenyl]methyl]pyrazolo[3,4-d]pyrimidin-4-yl]benzonitrile